C1C=COS1(=O)=O acrylsultone